N1CC(C1)OCCCN1C2=C(N(C([C@H](CC1)NC1=C(C#N)C(=CC(=N1)C)C(F)(F)F)=O)C)C=CC=C2F (S)-2-((6-(3-(azetidin-3-yloxy)propyl)-7-fluoro-1-methyl-2-oxo-1,2,3,4,5,6-hexahydrobenzo[b][1,4]diazocine-3-yl)amino)-6-methyl-4-(trifluoromethyl)nicotinonitrile